1-[(6-{3-Azabicyclo[3.1.0]hex-3-yl}-2-methylpyridin-3-yl)methyl]-3-(methoxymethyl)-1H-pyrazole-4-carboxylic acid ethyl ester C(C)OC(=O)C=1C(=NN(C1)CC=1C(=NC(=CC1)N1CC2CC2C1)C)COC